ClC1=CC(=C(C=C1SC)O)[N+](=O)[O-] 4-chloro-5-(methylthio)-2-nitrophenol